4-((1-(1-(3-fluorobenzyl)-1H-benzo[d]imidazol-2-yl)piperidin-4-yl)oxy)-5-methyl-5H-pyrrolo[3,2-d]pyrimidine-7-carboxylic acid FC=1C=C(CN2C(=NC3=C2C=CC=C3)N3CCC(CC3)OC=3C2=C(N=CN3)C(=CN2C)C(=O)O)C=CC1